4-(4-{[2-(4-chlorophenyl)-4,4-dimethylcyclohex-1-en-1-yl]methyl}piperazin-1-yl)-N-[(4-oxo-3,4-dihydroquinazolin-6-yl)sulfonyl]-2-(1H-pyrrolo[2,3-b]pyridin-5-yloxy)benzamide ClC1=CC=C(C=C1)C1=C(CCC(C1)(C)C)CN1CCN(CC1)C1=CC(=C(C(=O)NS(=O)(=O)C=2C=C3C(NC=NC3=CC2)=O)C=C1)OC=1C=C2C(=NC1)NC=C2